ClC=1C(=NC=CN1)C(C)N 1-(3-chloropyrazin-2-yl)eth-anamine